CC=1C=C(C=C(C1)C)C1=C2CC(C(C2=CC(=C1)C)OC)C 4-(3,5-dimethylphenyl)-1-methoxy-2,6-dimethylindane